CC1CNCC2CCCCC12 4-methyl-1,2,3,4,4a,5,6,7,8,8a-decahydroisoquinoline